COC(C1CCN(CC1)C1=NOC(=C1)C(C(=O)O)C(C)C)OC 2-[3-[4-(dimethoxymethyl)piperidin-1-yl]isoxazol-5-yl]-3-methylbutanoic acid